FC(C(C1=CC=C(C=C1)F)N1N=CC(=C1)C1=CN=CC(=N1)C=1C=C(C=2N(C1)N=C(N2)N2C(=CC=C2C)C)C)(C)F 6-(6-(1-(2,2-difluoro-1-(4-fluorophenyl)propyl)-1H-pyrazol-4-yl)pyrazin-2-yl)-2-(2,5-dimethyl-1H-pyrrol-1-yl)-8-methyl-[1,2,4]triazolo[1,5-a]pyridine